C(C)(C)(C)OC(=O)N\C(\C(=O)OC)=C\[C@@H]1[C@H](C1)C methyl (E)-2-(tert-butoxycarbonylamino)-3-[(1S,2S)-2-methylcyclopropyl]prop-2-enoate